ethyl (s)-1-((6-(((allyl oxy)carbonyl)amino)-1-((4-(hydroxymethyl)phenyl)amino)-1-oxohexan-2-yl)carbamoyl)cyclobutane-1-carboxylate C(C=C)OC(=O)NCCCC[C@@H](C(=O)NC1=CC=C(C=C1)CO)NC(=O)C1(CCC1)C(=O)OCC